CC1CN(C(C=2N1C=1C(=CC=CC1C2)C=2C(=NN(C2C)C)C)=O)C=2N(C1=CC=CC=C1C2)C 4-methyl-2-(1-methyl-1H-indolyl)-6-(1,3,5-trimethyl-1H-pyrazol-4-yl)-3,4-dihydropyrazino[1,2-a]indol-1(2H)-one